2-AMINO-3-CYANOTHIOPHENE NC=1SC=CC1C#N